3'-((2-chloro-4-(((R)-3-hydroxypyrrolidin-1-yl)methyl)-5-methoxyphenoxy)methyl)-2,2'-dimethyl-[1,1'-biphenyl] ClC1=C(OCC=2C(=C(C=CC2)C2=C(C=CC=C2)C)C)C=C(C(=C1)CN1C[C@@H](CC1)O)OC